N-(2-chloro-6-methylphenyl)-2-((6-(4-(((2-(2,6-dioxopiperidin-3-yl)-1,3-dioxoisoindolin-5-yl)methyl)(methyl)amino)piperidin-1-yl)-2-methylpyrimidin-4-yl)amino)thiazole-5-carboxamide ClC1=C(C(=CC=C1)C)NC(=O)C1=CN=C(S1)NC1=NC(=NC(=C1)N1CCC(CC1)N(C)CC=1C=C2C(N(C(C2=CC1)=O)C1C(NC(CC1)=O)=O)=O)C